CC1=C(C=NC(=C1)N1N=CC(=C1)CN1CC(CCC1)C=1C(=C2COC(C2=CC1)=O)C)C#N 4-methyl-6-(4-((3-(4-methyl-1-oxo-1,3-dihydroisobenzofuran-5-yl)piperidin-1-yl)methyl)-1H-pyrazol-1-yl)pyridine-3-carbonitrile